NC=1C=C2C(N(C(C2=CC1O)=O)C1C(NC(CC1)=O)=O)=O 5-amino-2-(2,6-dioxopiperidin-3-yl)-6-hydroxyisoindoline-1,3-dione